2-fluoro-6-[(3-fluoro-4-hydroxybenzyl)amino]-9-(tetrahydrofuran-2-yl)-9H-purine FC1=NC(=C2N=CN(C2=N1)C1OCCC1)NCC1=CC(=C(C=C1)O)F